FC1=C(C(=C(C(=C1F)F)F)F)[B-](C1=C(C(=C(C(=C1F)F)F)F)F)(C1=C(C(=C(C(=C1F)F)F)F)F)C1=C(C(=C(C(=C1F)F)F)F)F.C(CCCCCCCCCCCCCCC)[NH+](CCCCCCCCCC)C1=C(C=CC=C1)C N-hexadecyl-N-decyl-toluylammonium [tetrakis(perfluorophenyl) borate]